FC1=C(C(=CC(=C1F)F)F)[B-](C1=C(C(=C(C=C1F)F)F)F)(C1=C(C(=C(C=C1F)F)F)F)C1=C(C(=C(C=C1F)F)F)F.C1(=CC=CC=C1)[N+]#N phenyldiazonium tetrakis(2,3,4,6-tetrafluorophenyl)borate